phenol sulfophthalate S(=O)(=O)(O)C1=C(C(C(=O)O)=CC=C1)C(=O)O.C1(=CC=CC=C1)O